FC(C=1SC(=CN1)CN)(F)F (2-(trifluoromethyl)thiazol-5-yl)methylamine